(E)-3,4,5-trimethoxy-β-nitrostyrene COC=1C=C(/C=C/[N+](=O)[O-])C=C(C1OC)OC